N2-(3,5-Dimethoxyphenyl)-5-(1-isopropyl-1H-pyrazol-4-yl)-N4-(1,2,3,4-tetrahydroisoquinolin-7-yl)pyrimidine-2,4-diamine COC=1C=C(C=C(C1)OC)NC1=NC=C(C(=N1)NC1=CC=C2CCNCC2=C1)C=1C=NN(C1)C(C)C